isoquinoline-6(5H)-carboxylate C1=NC=CC=2CC(C=CC12)C(=O)[O-]